N-((1H-benzo[d][1,2,3]triazol-1-yl)methyl)-2-(1-glycylpyrrolidin-2-yl)-2-hydroxyacetamide N1(N=NC2=C1C=CC=C2)CNC(C(O)C2N(CCC2)C(CN)=O)=O